1,4,7,9-tetramethyl-1,4,7-triazacyclodecane CN1CCN(CCN(CC(C1)C)C)C